CC1=C[C@H]([C@H](CC1)C(=C)C)OC(CC1=CC(=CC(=C1)OS(=O)(=O)C(F)(F)F)CC(=O)[O-])=O ((1R,6R)-3-methyl-6-(prop-1-en-2-yl) cyclohex-2-enyl)-5-(trifluoromethylsulfonyloxy)-1,3-benzenediacetate